NCC1=NN=CC2=CC=C(C=C12)C1=CN=C2N1C=CC(=C2)OC 4-(aminomethyl)-6-(7-methoxyimidazo[1,2-a]pyridin-3-yl)phthalazin